manganese oxide ammonium [NH4+].[O-2].[Mn+]